CC1(C=2C=CC=CC2C2=C1C=C(C1=C2OC2=C1C=CC=C2)NC2=CC=CC=C2)C 7,7-dimethyl-N-phenyl-7H-fluoreno[4,3-b]benzofuran-5-amine